C(C(=C)C)(=O)OCCNC(C(C#N)=C1C2=CC=CC=C2SC=2C=CC(=CC12)Cl)=O 2-(2-(2-chloro-9H-thioxanthen-9-ylidene)-2-cyanoacetamido)ethyl methacrylate